CC1(C=CC=C2C1CN2CC(=O)NC=2C=C(C(=NC2)C)NC(=O)C=2C=NN1C2SC(=C1)C=1C=NN(C1)C=1C=NC=CC1)C N-(5-(2-(3,3-dimethylbenzazetidin-1-yl)acetamido)-2-methylpyridin-3-yl)-2-(1-(pyridin-3-yl)-1H-pyrazol-4-yl)pyrazolo[5,1-b]Thiazole-7-carboxamide